4-((S)-4-propenoyl-2-methylpiperazin-1-yl)-7-(3-amino-2-chloro-4,5,6-trifluorophenyl)-6-chloro-1-(2-isopropyl-4-methylpyridin-3-yl)-2-oxo-1,2-dihydro-1,8-naphthyridine-3-carbonitrile C(C=C)(=O)N1C[C@@H](N(CC1)C1=C(C(N(C2=NC(=C(C=C12)Cl)C1=C(C(=C(C(=C1F)F)F)N)Cl)C=1C(=NC=CC1C)C(C)C)=O)C#N)C